COC1=NC(=CC=C1)C 2-methoxy-6-methylpyridin